C1(CC2C(CC1)O2)COC(C=C)=O acrylic acid-3,4-epoxycyclohexylmethyl ester